N=1C=CN2C1C=CC=C2[C@@H](C)NC(OC2=CC=C(C=C2)[N+](=O)[O-])=O 4-nitrophenyl (R)-(1-(imidazo[1,2-a]pyridin-5-yl)ethyl)carbamate